C(C)(C)(C)N1N=C(C=C1NC1=CC(=NC=C1)OCCC([C@H](C)NC(OC(C)(C)C)=O)(F)F)[C@@H]1C[C@@H](CC1)O[Si](C)(C)C(C)(C)C tert-butyl ((S)-5-((4-((1-(tert-butyl)-3-((1S,3R)-3-((tert-butyldimethylsilyl)oxy)cyclopentyl)-1H-pyrazol-5-yl)amino)pyridin-2-yl)oxy)-3,3-difluoropentan-2-yl)carbamate